FC1=C(C=CC(=C1)F)C1=C(C=2N(C(=N1)N)C=NN2)C2=CC(=NC(=C2)C)C 7-(2,4-difluorophenyl)-8-(2,6-dimethylpyridin-4-yl)-[1,2,4]triazolo[4,3-c]pyrimidin-5-amine